C(C)(C)C1=NOC(=N1)N1CCC(CC1)OC=1SC2=NC(=CC=C2N1)C1=CC=C(C=C1)S(=O)(=O)C 3-isopropyl-5-(4-((5-(4-(methylsulfonyl)phenyl)thiazolo[5,4-b]pyridin-2-yl)oxy)piperidin-1-yl)-1,2,4-oxadiazole